C1(CC1)C1=C2C=C(N(C2=CC(=C1)C(=O)N1[C@@H](C2=CC=CC=C2CC1)C)C)C1=C(C=C(C=C1)[C@@H]1[C@H](C1)C(=O)OCC)F Ethyl (1S,2S)-2-(4-(4-cyclopropyl-1-methyl-6-((R)-1-methyl-1,2,3,4-tetrahydroisoquinoline-2-carbonyl)-1H-indol-2-yl)-3-fluorophenyl)cyclopropane-1-carboxylate